1,1-dimethyl-4,4-bipyridinium dichloride [Cl-].[Cl-].C[N+]1(CC=C(C=C1)C1=CC=[NH+]C=C1)C